4-(2-fluoro-3-(4,4,5,5-tetramethyl-1,3,2-dioxaborolan-2-yl)phenyl)-1-(1-(4-fluorophenyl)propyl)-1H-pyrazole FC1=C(C=CC=C1B1OC(C(O1)(C)C)(C)C)C=1C=NN(C1)C(CC)C1=CC=C(C=C1)F